COC(=O)C=1C=CC2=C(N(C(=N2)CC2=C(C=C(C=C2)C2=NC(=CC(=C2)C(=O)OC(C)(C)C)O)F)CCOC)C1 2-(4-(4-(tert-Butoxycarbonyl)-6-hydroxypyridin-2-yl)-2-fluorobenzyl)-1-(2-methoxyethyl)-1H-benzo[d]Imidazole-6-carboxylic acid methyl ester